6-(4-((4-(1H-pyrazol-4-yl)phenyl)-amino)-pyrimidin-2-yl)-1-methyl-N-(1,1,1-trifluoropropan-2-yl)-1H-indole-2-carboxamide N1N=CC(=C1)C1=CC=C(C=C1)NC1=NC(=NC=C1)C1=CC=C2C=C(N(C2=C1)C)C(=O)NC(C(F)(F)F)C